O[C@H](COC=1C=C(C=CC1)S(=O)(=O)NC)CNC1COC2(C1)CCN(CC2)S(=O)(=O)C=2N=CN(C2)C 3-((2S)-2-hydroxy-3-(8-(1-methyl-1H-imidazol-4-ylsulfonyl)-1-oxa-8-azaspiro[4.5]dec-3-ylamino)propoxy)-N-methylbenzenesulfonamide